Eugenolat C1(=C(O)C(=CC(CC=C)=C1)C(=O)[O-])OC